FC=1C=C2C=C(N(C2=CC1)C1=CC(=C(C=C1)F)C)C(CO)(C)C 2-(5-fluoro-1-(4-fluoro-3-methylphenyl)-1H-indol-2-yl)-2-methylpropan-1-ol